[Br-].C(=O)(O)CCCN1C=[N+](C=C1)C=C 1-(3'-carboxypropyl)-3-vinylimidazolium bromide